aluminum hydroxyquinoline OC1=NC2=CC=CC=C2C=C1.[Al]